ClC=1C(=NC=C(C1)C(F)(F)F)N1CCNCCC1 1-[3-chloro-5-(trifluoromethyl)-2-pyridinyl]-1,4-diazepane